1-(1-(1-((1-(4-(1-(3-Amino-6-(2-hydroxyphenyl)pyridazin-4-yl)piperidin-3-yl)benzoyl)-4-fluoropiperidin-4-yl)methyl)piperidin-4-yl)-1H-indol-4-yl)dihydropyrimidine NC=1N=NC(=CC1N1CC(CCC1)C1=CC=C(C(=O)N2CCC(CC2)(F)CN2CCC(CC2)N2C=CC3=C(C=CC=C23)N2CNCC=C2)C=C1)C1=C(C=CC=C1)O